1-((1R,1''R,2R,2''R)-2',4',6'-trihydroxy-5,5''-dimethyl-2,2''-di(prop-1-en-2-yl)-1,1'',2,2'',3,3'',4,4''-octahydro-[1,1':3',1''-terphenyl]-5'-yl)ethan-1-one OC1=C(C(=C(C(=C1[C@H]1[C@@H](CCC(=C1)C)C(=C)C)O)C(C)=O)O)[C@H]1[C@@H](CCC(=C1)C)C(=C)C